7-chloro-5-methoxy-1H-indole-2-carboxylic acid ClC=1C=C(C=C2C=C(NC12)C(=O)O)OC